ClC1=CC=C(C=N1)N1[C@H](CNCC1)C (S)-1-(6-chloropyridin-3-yl)-2-methylpiperazine